NC=1SC(=C(N1)C)[N+](=O)[O-] 2-amino-5-nitro-4-methyl-1,3-thiazole